BrC1=C(NC2=CC(=C(C=C2)F)F)C=C(C=C1[N+](=O)[O-])F 2-bromo-N-(3,4-difluorophenyl)-5-fluoro-3-nitro-aniline